NC=1C=2N(C=CN1)C(=NC2C2=CC=C(C(=O)NC1=NC=CC=C1)C=C2)[C@H]2N(CCC2)C(COCCNC2=C1CN(C(C1=CC=C2)=O)C2C(NC(CC2)=O)=O)=O 4-(8-amino-3-((2S)-1-(2-(2-((2-(2,6-dioxopiperidin-3-yl)-1-oxoisoindoline-4-yl)amino)ethoxy)acetyl)pyrrolidin-2-yl)imidazo[1,5-a]pyrazin-1-yl)-N-(pyridin-2-yl)benzamide